CN1N=CC(=C1)C=1N=C(C=2N(C1)N=CC2)O[C@H]2CCN(CCC2)S(=O)(=O)C=C (R)-6-(1-methylpyrazol-4-yl)-4-(1-vinylsulfonylazepan-4-yl)oxy-pyrazolo[1,5-a]pyrazine